C(C)(C)(C)OC(CN1[C@H](CN(CCN(CCN(CC1)CC(=O)OC(C)(C)C)CC(=O)OC(C)(C)C)CC(=O)OC(C)(C)C)CC1=CC=C(C=C1)OCCCC)=O tetra-tert-butyl-2,2',2'',2'''-[(2S)-2-(4-butoxybenzyl)-1,4,7,10-tetraazacyclododecane-1,4,7,10-tetrayl]tetraacetate